1,1-Dimethylethyl [(3R)-1-({2-[1-(cyclopropylmethyl)-1H-indol-2-yl]-1-methyl-1H-benzimidazol-5-yl}carbonyl)-3-piperidinyl]carbamate C1(CC1)CN1C(=CC2=CC=CC=C12)C1=NC2=C(N1C)C=CC(=C2)C(=O)N2C[C@@H](CCC2)NC(OC(C)(C)C)=O